6-bromo-1-(cycloheptylmethyl)-3-(isoquinolin-4-yl)thieno[3,2-d]pyrimidine-2,4(1H,3H)-dione BrC1=CC=2N(C(N(C(C2S1)=O)C1=CN=CC2=CC=CC=C12)=O)CC1CCCCCC1